ClC1=CC=C2C(=CNC2=C1C#N)S(=O)(=O)NC1=NC=C(C(=N1)OC)OCCF 6-chloro-7-cyano-N-[5-(2-fluoroethoxy)-4-methoxy-pyrimidin-2-yl]-1H-indole-3-sulfonamide